NC1=C(C(=C(C=N1)NC(C(=O)N1C(CCC(C1)C)C1=CC=CC=C1)=O)C)C N-(6-amino-4,5-dimethyl-3-pyridyl)-2-(5-methyl-2-phenyl-1-piperidyl)-2-oxo-acetamide